2-(((1-aminoisoquinolin-6-yl)methyl)amino)-N-(1-methylpiperidin-4-yl)isonicotinamide NC1=NC=CC2=CC(=CC=C12)CNC=1C=C(C(=O)NC2CCN(CC2)C)C=CN1